IC=1C(=NC2=CC=CC=C2C1OS(=O)(=O)C(F)(F)F)C(=O)OCC ethyl 3-iodo-4-(trifluoromethylsulfonyloxy)quinoline-2-carboxylate